2-(4-aminopentyl)-6-[5-(trifluoromethyl)-2-pyridinyl]isoquinolin-1-one hydrochloride Cl.NC(CCCN1C(C2=CC=C(C=C2C=C1)C1=NC=C(C=C1)C(F)(F)F)=O)C